CC1=C(C(=C(C(=C1C(C(F)(F)F)(C(F)(F)F)C1=CC(=CC=C1)O)C)O)C)C tetramethylbis(3-hydroxyphenyl)hexafluoropropane